CC1(OB(OC1(C)C)C1=CC=C(OC(CCCCCCCCC)OC2=CC=C(C=C2)B2OC(C(O2)(C)C)(C)C)C=C1)C 1,1-bis(4-(4,4,5,5-tetramethyl-1,3,2-dioxaborolan-2-yl)phenoxy)decane